3β,25-dihydroxy-5α-cholestan-4-one O[C@@H]1C([C@@H]2CC[C@H]3[C@@H]4CC[C@H]([C@@H](CCCC(C)(C)O)C)[C@]4(CC[C@@H]3[C@]2(CC1)C)C)=O